C(CC)(=O)OCC\C(=C/C[C@@H](CCC(=C)C)C(=C)C)\C (3Z,6R)-6-isopropenyl-3,9-dimethyl-3,9-decadienyl propionate